(R)-3-Amino-1-(2-((6-Amino-9H-purin-9-yl)methyl)-3-((3,3-Difluoropyrrolidin-1-yl)methyl)-4-fluorophenyl)-N-cyclopropylpyrrolidin-3-carboxamide N[C@]1(CN(CC1)C1=C(C(=C(C=C1)F)CN1CC(CC1)(F)F)CN1C2=NC=NC(=C2N=C1)N)C(=O)NC1CC1